3-cyclopentyloxy-4-difluoromethoxy-benzaldehyde C1(CCCC1)OC=1C=C(C=O)C=CC1OC(F)F